1,1'-(3,3'-dimethylthio[1,1'-biphenyl]-4,4'-diyl)bis{4-amino-3-[(E)-diazenyl]naphthalene-1-sulfonamide} CSC=1C=C(C=CC1C1(CC(=C(C2=CC=CC=C12)N)\N=N\[H])S(=O)(=O)N)C1=CC(=C(C=C1)C1(CC(=C(C2=CC=CC=C12)N)\N=N\[H])S(=O)(=O)N)SC